1-isopropyl-2-piperazinone C(C)(C)N1C(CNCC1)=O